4-bromo-1-methyl-1,2,3-benzotriazole BrC1=CC=CC=2N(N=NC21)C